FC=1C=C(C=CC1)C(C(=O)NC(=S)NC)C1=NC=CC(=C1)C(F)(F)F 2-(3-Fluorophenyl)-N-(methylaminothioformyl)-2-(4-(trifluoromethyl)pyridin-2-yl)acetamide